NC1=NC=2C=CC(=CC2C2=C1COC2)C(=O)N(N2C(CCC2)=O)CC2=NC1=C(N2C)C=CC=C1 4-amino-N-((1-methyl-1H-benzo[d]imidazol-2-yl)methyl)-N-(2-oxopyrrolidin-1-yl)-1,3-dihydrofuro[3,4-c]quinoline-8-carboxamide